7-benzyloxy-4-trifluoromethyl-coumarin C(C1=CC=CC=C1)OC1=CC=C2C(=CC(OC2=C1)=O)C(F)(F)F